FC(C1=CC=C2C(=N1)NC=C2S(=O)(=O)Cl)F 6-(difluoromethyl)-1H-pyrrolo[2,3-b]pyridine-3-sulfonyl chloride